5-(1-fluoroethyl)-1,3,4-oxadiazole-2-carboxylic acid ethyl ester C(C)OC(=O)C=1OC(=NN1)C(C)F